C(C)(C)(C)OC(=O)N1CCC(CC1)NC1=C(C=C(C=C1[N+](=O)[O-])Br)C 4-((4-bromo-2-methyl-6-nitrophenyl)amino)piperidine-1-carboxylic acid tert-butyl ester